BrC1=NNC2=CC(=CC=C12)NC1CCN(CC1)C(=O)OC(C)(C)C tert-butyl 4-((3-bromo-1H-indazol-6-yl)amino)piperidine-1-carboxylate